O1C(=CC2=C1C=CC=C2)C=2C=C(C(=C(C2)B2OC(C)(C)C(C)(C)O2)C(C)C)O 5-(1-benzofuran-2-yl)-2-isopropyl-3-hydroxyphenylboronic acid pinacol ester